(1R,2S,5R)-1-acetamido-N-(tert-butyl)-2-((dibenzylamino)methyl)-5-vinylcyclohexane-1-carboxamide C(C)(=O)N[C@]1([C@@H](CC[C@H](C1)C=C)CN(CC1=CC=CC=C1)CC1=CC=CC=C1)C(=O)NC(C)(C)C